COC1=CC(=CC2=CN(N=C12)C)N 7-methoxy-2-methyl-2H-indazol-5-amine